FC(C(=O)O)(F)F.FC(C(=O)O)(F)F.N1CCC(CC1)N piperidin-4-amine bis(2,2,2-trifluoroacetate)